propylenedimaleimide C(C(C)C=1C(=O)NC(C1)=O)C=1C(=O)NC(C1)=O